ClC1=NC=C(C=N1)C(=O)NC=1C(=NC=CC1C1=C(C=C(C(=C1)F)F)F)[C@@H]1OCC(CC1)(F)F |r| rac-2-chloro-N-(2-(5,5-difluorotetrahydro-2H-pyran-2-yl)-4-(2,4,5-trifluorophenyl)pyridin-3-yl)pyrimidine-5-carboxamide